N-n-butyl-3-aminopropyltripropoxysilane C(CCC)NCCC[Si](OCCC)(OCCC)OCCC